(S)-4-((2,2-difluoroethyl)(4-(5,6,7,8-tetrahydro-1,8-naphthyridin-2-yl)butyl)amino)-2-((1-methyl-1H-pyrazolo[3,4-d]pyrimidin-4-yl)amino)butanoic acid FC(CN(CC[C@@H](C(=O)O)NC1=C2C(=NC=N1)N(N=C2)C)CCCCC2=NC=1NCCCC1C=C2)F